C=1C(CCN2C=CC=CC12)=O 3,4-dihydro-2H-quinolizin-2-one